methyl 2-isopropyl-3-{[(2,2,2-trichloroacetyl)carbamoyl]amino}imidazole-4-carboxylate C(C)(C)C1=NC=C(N1NC(NC(C(Cl)(Cl)Cl)=O)=O)C(=O)OC